2-(4-methoxycarbonylphenyl)quinazoline COC(=O)C1=CC=C(C=C1)C1=NC2=CC=CC=C2C=N1